C(CCCCCCCCCCCCCCC)(=O)OC(CCCCCCCCCCCCC)=O myristic acid palmitic anhydride